4-[6-[[4-(3-isopropylimidazo[1,2-a]pyrazin-6-yl)pyrimidin-2-yl]amino]-3-pyridinyl]-3-oxo-piperazine-1-carboxylic acid tert-butyl ester C(C)(C)(C)OC(=O)N1CC(N(CC1)C=1C=NC(=CC1)NC1=NC=CC(=N1)C=1N=CC=2N(C1)C(=CN2)C(C)C)=O